ClC=1C=NN(C1C1=NN2C(\C(\CCC2)=N\C2=CC=C(C=C2)C=2N(C=C(N2)C(F)(F)F)CC)=C1)C(C)C (E)-2-(4-chloro-1-isopropyl-1H-pyrazol-5-yl)-N-(4-(1-ethyl-4-(trifluoromethyl)-1H-imidazol-2-yl)phenyl)-6,7-dihydropyrazolo[1,5-a]pyridin-4(5H)-imine